(R or S)-3-(ethoxymethyl)-3-(4-fluorophenethyl)-1-(2-(thiophen-2-yl)benzyl)pyrrolidine 2-Propyl-heptylacrylat C(CC)C(COC(C=C)=O)CCCCC.C(C)OC[C@]1(CN(CC1)CC1=C(C=CC=C1)C=1SC=CC1)CCC1=CC=C(C=C1)F |o1:19|